phosphonic acid titanium salt [Ti+4].P([O-])([O-])=O.P([O-])([O-])=O